5-(AMINOMETHYL)-3-CYCLOPROPOXYPICOLINALDEHYDE NCC=1C=C(C(=NC1)C=O)OC1CC1